FC=1C=CC(=NC1)C(C)N 1-(5-fluoropyridin-2-yl)ethan-1-amine